C1(CC1)[C@@H]1[C@@H](N1C1COC1)C(=O)[O-].[Li+] lithium (2R,3R)-3-cyclopropyl-1-(oxetan-3-yl)aziridine-2-carboxylate